(Z)-1-cycloocten-5-yne C/1=C/CCC#CCC1